N1C(=NC=C1)C=1C=C(C=CC1)NC(=O)C=1C=NN2C1N=C(C=C2)NC=2C(N(C=CC2)C2=NC=CC=C2)=O N-(3-(1H-imidazol-2-yl)phenyl)-5-((2-oxo-2H-[1,2'-bipyridin]-3-yl)amino)pyrazolo[1,5-a]pyrimidine-3-carboxamide